Cl.N1=CC=C(C=C1)C=1C(=NN2C1CNCC2)C2=CC=C(C#N)C=C2 4-[3-(pyridin-4-yl)-4,5,6,7-tetrahydropyrazolo[1,5-a]pyrazin-2-yl]benzonitrile hydrogen chloride